(4-amino-7-fluoro-thieno[3,4-c]quinolin-8-yl)-[2-[5-(trifluoromethyl)-2-pyridyl]hexahydropyridazin-1-yl]methanone NC1=NC=2C=C(C(=CC2C=2C1=CSC2)C(=O)N2N(CCCC2)C2=NC=C(C=C2)C(F)(F)F)F